C=1SC=C2C1C=C1C=C3C=CC=CC3=CC1=C2 anthra[2,3-c]thiophene